C1(CC1)CC=1C=C(C=C(C1)C=C)CC#N 2-(3-(cyclopropylmethyl)-5-vinylphenyl)acetonitrile